FC(C1=CC(=NO1)\C=C/C1CC2(CN(C2)C(C=C)=O)C1)(F)F 1-{6-[(Z)-2-[5-(trifluoromethyl)-1,2-oxazol-3-yl]vinyl]-2-azaspiro[3.3]hept-2-yl}prop-2-en-1-one